5-fluoro-2-methyl-4-(4,4,5,5-tetramethyl-1,3,2-dioxaborolan-2-yl)pyridine FC=1C(=CC(=NC1)C)B1OC(C(O1)(C)C)(C)C